FC1=C(C=C(C=C1)OC1=NC(=CC=C1)C1=CC(=CC=C1)S(=O)(=O)N1CCN(CC1)C)O 2-fluoro-5-((6-(3-((4-methylpiperazin-1-yl)sulfonyl)phenyl)pyridin-2-yl)oxy)phenol